3-[5-ethynyl-1H-pyrrolo[3,2-b]pyridin-3-yl]-1-[4-(trifluoromethyl)phenyl]urea C(#C)C1=CC=C2C(=N1)C(=CN2)NC(NC2=CC=C(C=C2)C(F)(F)F)=O